C1(=CC=CC=C1)C=CC1=CC=CC=C1 1,2-diphenylethene